2-(3-chlorobenzyl)-N-(3,5-dimethoxyphenyl)-8-methyl-4,5-dihydro-2H-furo[2,3-g]indazole-7-carboxamide ClC=1C=C(CN2N=C3C4=C(CCC3=C2)OC(=C4C)C(=O)NC4=CC(=CC(=C4)OC)OC)C=CC1